C(CC)OC(C(C(=O)OCCC)CC1=CC=CC=C1)=O phenylmethylmalonic acid dipropyl ester